(2R)-1-tert-butoxycarbonyl-4-oxo-pyrrolidine-2-carboxylic acid C(C)(C)(C)OC(=O)N1[C@H](CC(C1)=O)C(=O)O